C1(=CC(=CC=C1)C1=CC(=NC(=N1)C1=CC=CC=C1)C1=CC(=CC(=C1)N1C2=CC=CC=C2C=2C=CC=CC12)N1C2=CC=CC=C2C=2C=CC=CC12)C1=CC=CC=C1 6-(biphenyl-3-yl)-4-[3,5-bis(9H-carbazol-9-yl)phenyl]-2-phenylpyrimidine